4-[(2R)-3-(3,4-dihydro-1H-isoquinolin-2-yl)-2-hydroxy-propyl]-8-[(1-methyl-3-piperidinyl)methoxy]-2,3-dihydro-1,4-benzoxazepin-5-one C1N(CCC2=CC=CC=C12)C[C@H](CN1CCOC2=C(C1=O)C=CC(=C2)OCC2CN(CCC2)C)O